COCC(CC)OC(=O)N1CCCC2=NC(=CC=C12)C(C)NC(C1=CC=C(C=C1)F)=O 1-Methoxybutan-2-yl-6-(1-(4-fluorobenzamido)ethyl)-3,4-dihydro-1,5-naphthyridin-1(2H)-carboxylat